COC1=CC=C(C(=O)N[C@H]2C[C@H](CCC2)NC=2C3=C(N=C(N2)C(F)(F)F)CCC3)C=C1 4-methoxy-N-[(1R,3S)-3-{[2-(trifluoromethyl)-5H,6H,7H-cyclopenta[d]pyrimidin-4-yl]amino}cyclohexyl]benzamide